methyl (3-bromo-1-(5-cyano-2-methoxybenzyl)-7-hydroxy-1H-pyrazolo[4,3-d]pyrimidin-5-yl)carbamate BrC1=NN(C2=C1N=C(N=C2O)NC(OC)=O)CC2=C(C=CC(=C2)C#N)OC